FC(C)(F)C1=CC=C(C=C1)C1=CC(=C(C(=C1)F)N1C=2N(C3(C1=O)CC3)C(=CN2)C2=NN(C=C2)C(=O)OC(C)(C)C)F tert-butyl 3-(1'-(4'-(1,1-difluoroethyl)-3,5-difluoro-[1,1'-biphenyl]-4-yl)-2'-oxo-1',2'-dihydrospiro[cyclopropane-1,3'-imidazo[1,2-a]imidazol]-5'-yl)-1H-pyrazole-1-carboxylate